CC1=C(C(=O)O)C=C(C=C1)OC1CN(C1)C 2-methyl-5-((1-methylazetidin-3-yl)oxy)benzoic acid